BrC1=CC=C2C(NS(C3=CC=CC(N[C@H](CC[C@H]4CC(N(C2=N1)C4)(C)C)C4=NC=CC(=C4)C(C)(C)C)=N3)(=O)=O)=O (14S,17R)-8-bromo-17-(4-tert-butylpyridin-2-yl)-12,12-dimethyl-2λ6-thia-3,9,11,18,23-pentaazatetracyclo[17.3.1.111,14.05,10]tetracosa-1(22),5,7,9,19(23),20-hexaene-2,2,4-trione